CNC=1C=C(C=CC1)N1C(=NC=C1)C1CCN(CC1)C(C=O)(C)SC 2-(4-(3-(methylamino)phenyl-1H-imidazol-2-yl)piperidin-1-yl)-2-(methylthio)propan-1-one